C(CC)C1OC(C=CC1=O)O 2-propyl-6-hydroxy-2H-pyran-3(6H)-one